C(C)OC(C(=O)C=1N(C=CC1)C)=C 2-ethoxy-1-(1-methyl-1H-pyrrol-2-yl)prop-2-en-1-one